2-[(2Z)-2-(aminomethyl)-3-fluoroprop-2-en-1-yl]-4-(4-bromo-3-methoxyphenyl)-2,4-dihydro-3H-1,2,4-triazol-3-one NC/C(/CN1N=CN(C1=O)C1=CC(=C(C=C1)Br)OC)=C/F